(4-methylpiperazin-1-yl)(5-(3-(piperidine-1-carbonyl)pyrazolo[1,5-a]pyridin-7-yl)pyridin-2-yl)methanone CN1CCN(CC1)C(=O)C1=NC=C(C=C1)C1=CC=CC=2N1N=CC2C(=O)N2CCCCC2